2-((4-chlorobenzyl)oxy)-5-(5-(trifluoromethyl)-1H-pyrazol-3-yl)-4-(2-(trimethylsilyl)ethoxy)pyrimidine ClC1=CC=C(COC2=NC=C(C(=N2)OCC[Si](C)(C)C)C2=NNC(=C2)C(F)(F)F)C=C1